3-(3-phenylureido)propyltriethoxysilane C1(=CC=CC=C1)NC(NCCC[Si](OCC)(OCC)OCC)=O